C(C)(=O)C1=C(OCC(=O)O)C(=CC(=C1)Br)Cl 2-(2-acetyl-4-bromo-6-chlorophenoxy)acetic acid